2,2-difluoropentanedioic acid FC(C(=O)O)(CCC(=O)O)F